oxindol N1C(CC2=CC=CC=C12)=O